tert-butyl 17-(4-(((5s,8s)-4-hydroxy-3-mesityl-2-oxo-1-oxaspiro[4.5]dec-3-en-8-yl)oxy)piperidin-1-yl)-3,6,9,12,15-pentaoxaheptadecanoate OC1=C(C(OC12CCC(CC2)OC2CCN(CC2)CCOCCOCCOCCOCCOCC(=O)OC(C)(C)C)=O)C2=C(C=C(C=C2C)C)C